CN1CCN(CC1)NC(CC)=O N-(4-methylpiperazin-1-yl)propionamide